2-(3,4-dimethoxyphenyl)-5-amino-4-hydroxy-3(2H)-furanone COC=1C=C(C=CC1OC)C1OC(=C(C1=O)O)N